4-(2-(Trifluoromethyl)pyridin-4-yl)but-3-ynoic acid FC(C1=NC=CC(=C1)C#CCC(=O)O)(F)F